N-(4-chloro-2-(1H-pyrazol-1-yl)phenyl)-2-methyl-2-(naphthalen-2-ylmethyl)butylamine ClC1=CC(=C(C=C1)NCC(CC)(CC1=CC2=CC=CC=C2C=C1)C)N1N=CC=C1